(R)-2-((2-amino-7-(pyrrolidin-1-yl)-1,5-naphthyridin-4-yl)amino)-2-methylhexan-1-ol NC1=NC2=CC(=CN=C2C(=C1)N[C@@](CO)(CCCC)C)N1CCCC1